2-amino-3-(2-hydroxy-2-methylpropyl)-1,3-benzodiazole-5-carbaldehyde NC=1N(C2=C(N1)C=CC(=C2)C=O)CC(C)(C)O